4-(3-Chloroanilino)-2'-{(2R)-3-[(6,7-dihydro-5H-cyclopenta[b]pyridin-4-yl)oxy]-2-methylpropyl}-2',3'-dihydrospiro[cyclohexane-1,1'-indene]-4-carboxylic acid ClC=1C=C(NC2(CCC3(C(CC4=CC=CC=C34)C[C@H](COC3=C4C(=NC=C3)CCC4)C)CC2)C(=O)O)C=CC1